4-(1-aminoethyl)-N-(1H-pyrrolo(2,3-b)pyridin-4-yl)cyclohexanamide NC(C)C1CCC(CC1)C(=O)NC1=C2C(=NC=C1)NC=C2